2',6'-bis(benzyloxy)-5-bromo-2,3'-bipyridine C(C1=CC=CC=C1)OC1=NC(=CC=C1C1=NC=C(C=C1)Br)OCC1=CC=CC=C1